N-[(2S)-1-(3-bromo-2-fluoro-5-methylphenoxy)-4-carbamoylbut-2-yl]carbamic acid tert-butyl ester C(C)(C)(C)OC(N[C@H](COC1=C(C(=CC(=C1)C)Br)F)CCC(N)=O)=O